N1(CCC12CNCC2)C(=O)[O-] 1,6-diazaspiro[3.4]octane-1-carboxylate